COC1=C(CN(S(=O)(=O)C=2C=C(C=CC2)NC(=O)C=2C(=NC3=CC=CC=C3C2)N2CCC(CCC2)(F)F)CC2=C(C=C(C=C2)OC)OC)C=CC(=C1)OC N-(3-(N,N-bis(2,4-dimethoxybenzyl)sulfamoyl)phenyl)-2-(4,4-difluoroazepan-1-yl)quinoline-3-carboxamide